C1=CC=CC=2C3=CC=CC=C3C(C12)COC(=O)N([C@H](C(=O)O)CC#C)C (2S)-2-[9H-fluoren-9-ylmethoxycarbonyl-(methyl)amino]pent-4-ynoic acid